2-(2-bromoethyl)-1,3-dioxolane tert-butyl-(4-(1-ethoxyvinyl)-1,5-naphthyridin-3-yl)carbamate C(C)(C)(C)N(C(O)=O)C=1C=NC2=CC=CN=C2C1C(=C)OCC.BrCCC1OCCO1